6-tert-butyl-1,1-di-methyl-4-indanyl methyl ketone CC(=O)C=1C=2CCC(C2C=C(C1)C(C)(C)C)(C)C